CC(CC1=CC(CC1)=O)CCCC(C)C 3-(2,6-dimethylheptyl)-2-cyclopentenone